C(C)(C)(C)OC(=O)N[C@H](C(=O)O)C1CCCCC1 (S)-2-((tert-butoxycarbonyl)amino)-2-cyclohexyl-acetic acid